5-fluoro-N-(4-methylpyridin-3-yl)-4-(3-oxo-5,6-dihydro-3H-[1,2,4]triazolo[3,4-c][1,4]oxazin-2(8H)-yl)-2-{[(2S)-1,1,1-trifluoropropan-2-yl]oxy}benzamide FC=1C(=CC(=C(C(=O)NC=2C=NC=CC2C)C1)O[C@H](C(F)(F)F)C)N1N=C2COCCN2C1=O